C(C)S(=O)(=O)C=1C=C2C(=NC1C1=NC3=C(N=NC(=C3)C(F)(F)F)N1C)N(C(N2C)=O)C 6-ethylsulfonyl-1,3-dimethyl-5-[7-methyl-3-(trifluoromethyl)imidazo[4,5-c]pyridazin-6-yl]imidazo[4,5-b]pyridine-2-one